CN(CCNCC1=CC(=CC=C1)CN)C N-(2-Dimethylaminoethyl)-1,3-bis-(aminomethyl)benzol